1-{[6-chloro-5-(trifluoromethyl)(2-pyridyl)]amino}-3-ethyl-4-methylazoline-2,5-dione ClC1=C(C=CC(=N1)NN1C(C(=C(C1=O)C)CC)=O)C(F)(F)F